C(C)(=O)O[C@@H]1[C@@H]([C@H]([C@@H](SC=2C(=NC=C(C2)Br)C#N)O[C@@H]1COC(C)=O)OC)N=[N+]=[N-] 5-Bromo-2-cyanopyridin-3-yl 4,6-di-O-acetyl-3-azido-3-deoxy-2-O-methyl-1-thio-α-D-galactopyranoside